tetramethylcyclopentadienyl(1-isobutyl-1,5,6,7-tetrahydro-s-indacenyl)hafnium CC1=C(C(=C(C1[Hf]C1(C=CC2=CC=3CCCC3C=C12)CC(C)C)C)C)C